NC=1C=C(C=C(C1)C(F)(F)F)[C@@H](C)NC=1C2=C(N=C(N1)C)N=C(C(=C2)N2CCN(CC2)C)OC (R)-N-(1-(3-amino-5-(trifluoromethyl)phenyl)ethyl)-7-methoxy-2-methyl-6-(4-methylpiperazin-1-yl)pyrido[2,3-d]pyrimidin-4-amine